2-Mercapto-4-difluoromethyl-6-methylpyrimidine SC1=NC(=CC(=N1)C(F)F)C